FC=1C=C(C=CC1F)NC1=NC=NC2=CC(=C(C=C12)OCCCN1CCOCC1)OC N-(3-fluoro-4-fluorophenyl)-7-methoxy-6-(3-morpholinopropoxy)quinazolin-4-amine